CC1(C2CCC(N12)=O)C 6,6-dimethylazabicyclo-[3.1.0]-hexane-2-one